CCC(CC)N1N=CC(=C1)C=1C=2N(C=C(N1)C=1C=NN(C1)CC1(CCNCC1)O)N=CC2 4-((4-(4-(1-(pent-3-yl)-1H-pyrazol-4-yl)pyrazolo[1,5-a]pyrazin-6-yl)-1H-pyrazol-1-yl)methyl)piperidin-4-ol